C(C1=CC=CC=C1)ON1CCCC1=O 1-benzyloxy-5-oxopyrrolidine